FC(C=1C=C(C=C(C1)C(F)(F)F)C1=CC=C(C=C1)C(CBr)=O)(F)F 1-(3',5'-Bis(trifluoromethyl)-[1,1'-biphenyl]-4-yl)-2-bromoethan-1-one